CC=1N=C2N(N=C(C=C2C)C2=CC(=C3C=C(N=NC3=C2)C2CNCC2)F)C1 7-(2,8-Dimethylimidazo[1,2-b]pyridazin-6-yl)-5-fluoro-3-(pyrrolidin-3-yl)cinnoline